ClC1=C(C=CC=C1)CC(=O)NC=1C=C2CN(CC2=C(C1)S(N)(=O)=O)C(C1=CC=C(C=C1)F)=O 2-(2-chlorophenyl)-N-(2-(4-fluorobenzoyl)-7-sulfamoylisoindolin-5-yl)acetamide